CCCCCC/C=C\\CCCCC/C=C/C(=O)SCCNC(=O)CCNC(=O)[C@@H](C(C)(C)COP(=O)(O)OP(=O)(O)OC[C@@H]1[C@H]([C@H]([C@@H](O1)N2C=NC3=C(N=CN=C32)N)O)OP(=O)(O)O)O The molecule is a polyunsaturated fatty acyl-CoA that results from the formal condensation of the thiol group of coenzyme A with the carboxy group of (2E,9Z)-hexadecadienoic acid. It is a long-chain fatty acyl-CoA, a trans-2-enoyl-CoA and an 11,12-saturated fatty acyl-CoA. It is a conjugate acid of a (2E,9Z)-hexadecadienoyl-CoA(4-).